2-[6-amino-5-[8-[2-[3-[(1S,4S)-5-methyl-2,5-diazabicyclo[2.2.1]heptan-2-yl]prop-1-ynyl]-4-pyridinyl]-3,8-diazabicyclo[3.2.1]oct-3-yl]pyridazin-3-yl]phenol NC1=C(C=C(N=N1)C1=C(C=CC=C1)O)N1CC2CCC(C1)N2C2=CC(=NC=C2)C#CCN2[C@@H]1CN([C@H](C2)C1)C